NC1=C(SC2=NC(=CC(=C21)C)C)C(=O)NC2CC=1C=CC(=NC1CC2)N2CC(C(C2)OC2CC2)N 3-amino-N-[2-(3-amino-4-cyclopropoxypyrrolidin-1-yl)-5,6,7,8-tetrahydroquinolin-6-yl]-4,6-dimethylthieno[2,3-b]pyridine-2-carboxamide